(±)-1-(4-{4-[1-(2-Chloro-phenyl)ethoxycarbonyl-amino]-3-methyl-isoxazol-5-yl}-benzoyl)-pyrrolidine-2-carboxylic acid ClC1=C(C=CC=C1)C(C)OC(=O)NC=1C(=NOC1C1=CC=C(C(=O)N2C(CCC2)C(=O)O)C=C1)C